FC(C=1OC(=NN1)C1=CC=C(C=C1)CN1N=NC(=C1)C1=C2CN(CC2=CC=C1)C)F 2-(difluoromethyl)-5-(4-((4-(2-methylisoindolin-4-yl)-1H-1,2,3-triazol-1-yl)methyl)phenyl)-1,3,4-oxadiazole